COC(=O)C=1C=C2CC(CCN2C1)OC 7-methoxy-5,6,7,8-tetrahydroindolizine-2-carboxylic acid methyl ester